2-((2-chloro-5-fluoro-4-isocyanatobenzyl)oxy)-5-fluoropyridine ClC1=C(COC2=NC=C(C=C2)F)C=C(C(=C1)N=C=O)F